C(C)[NH2+]CC1=CC(C(C=C1)=C1C=CC(C=C1)=CC1=CC=C(C=C1)N(CC1=CC(=CC=C1)S(=O)(=O)O)CC)S(=O)(=O)O ethyl-[4-[[4-[ethyl-[(3-sulfophenyl)methyl]amino]phenyl-methylidene]-1-cyclohexa-2,5-dienylidene]-[(3-sulfophenyl)methyl]azanium]